BrC(CS(=O)(=O)C1=CC=CC=C1)C1=CC=CC=C1 (1-bromo-2-(phenylsulfonyl)ethyl)benzene